N[C@H](C(=O)O)CC1=CC(=C(C=C1)O)O (2S)-2-amino-3-(3,4-dihydroxyphenyl)propanoic acid